CC1=C2N(C(C=C1)=O)C1(NC2=O)CCC2(CC1)CC2 8''-methyl-2''H-dispiro[cyclopropane-1,1'-cyclohexane-4',3''-imidazo[1,5-a]pyridine]-1'',5''-dione